nickel (II) hydroxide [Ni](O)O